tert-Butyl 3-(4-aminopyrrolo[2,1-f][1,2,4]triazin-7-yl)-2,5-dihydro-1H-pyrrole-1-carboxylate NC1=NC=NN2C1=CC=C2C=2CN(CC2)C(=O)OC(C)(C)C